C(#N)C=1C(=NC(=C(C1CC)C#N)N1CCN(CCC1)C)SCC1=CC=C(CNC(C(C)C)=O)C=C1 N-(4-(((3,5-dicyano-4-ethyl-6-(4-methyl-1,4-diazepan-1-yl)pyridin-2-yl)thio)methyl)benzyl)isobutyramide